N1=C(C=CC=C1)C1=NN=C2N1C=CC=C2 3-(pyridin-2-yl)-[1,2,4]triazolo[4,3-a]pyridine